(2R,6S)-2-(3,3-difluorocyclobutyl)-2',6'-dimethyl-spiro[4,5-dihydrothieno[2,3-c]pyran-7,4'-piperidine] FC1(CC(C1)C1=CC2=C(S1)C1(CC(NC(C1)C)C)OCC2)F